dimethyl-di(oleoyloxyisopropyl)ammonium methyl-sulfate COS(=O)(=O)[O-].C[N+](C(C)(C)OC(CCCCCCC\C=C/CCCCCCCC)=O)(C(C)(C)OC(CCCCCCC\C=C/CCCCCCCC)=O)C